5-Chloro-6'-(trifluoromethyl)-[2,3'-bipyridine]-6-carboxylic acid ClC=1C=CC(=NC1C(=O)O)C=1C=NC(=CC1)C(F)(F)F